BrC1=CC=C(C=2N1N=CC2)F 7-bromo-4-fluoropyrazolo[1,5-a]pyridine